N-(6-(4-cyanophenyl)thiazolo[4,5-b]pyrazin-2-yl)-3'-methoxy-6-methyl-[4,4'-bipyridyl]-3-carboxamide C(#N)C1=CC=C(C=C1)C=1N=C2C(=NC1)N=C(S2)NC(=O)C=2C=NC(=CC2C2=C(C=NC=C2)OC)C